N-acetylalanyl-N-methylamide C(C)(=O)N[C@@H](C)C(=O)[N-]C